tert-butyl (3-(3,6-dichloropyridazin-4-yl)propyl)carbamate ClC=1N=NC(=CC1CCCNC(OC(C)(C)C)=O)Cl